(S)-6-bromo-2-(1-(3,4-dichlorophenyl)-2,5-dimethyl-1H-pyrrol-3-yl)-N-(1-(ethylsulfonyl)pyrrolidin-3-yl)-3H-imidazo[4,5-b]pyridin-7-amine BrC=1C(=C2C(=NC1)NC(=N2)C2=C(N(C(=C2)C)C2=CC(=C(C=C2)Cl)Cl)C)N[C@@H]2CN(CC2)S(=O)(=O)CC